methyl (S)-7-((anthracene-2-carbonyl)glycyl)-1,4-dioxa-7-azaspiro[4.4]nonane-8-carboxylate C1=C(C=CC2=CC3=CC=CC=C3C=C12)C(=O)NCC(=O)N1CC2(OCCO2)C[C@H]1C(=O)OC